NCCC[Si](O[Si](CCCN)(C)C)(C)C 1,3-bis(aminopropyl)tetramethyl-disiloxane